FC=1C=C2C(=C(/C(/C2=CC1)=C/C1=CC=C(C=C1)OC1CCN(CC1)C(CC(C)=O)=O)C)CC(=O)O (Z)-2-(5-Fluoro-2-methyl-1-(4-((1-(3-oxobutanoyl)piperidin-4-yl)oxy)-benzylidene)-1H-inden-3-yl)acetic acid